3-(4-aminoimidazo[2,1-f][1,2,4]triazin-7-yl)-N-(1-cyanocyclobutyl)-4-methylbenzenesulfonamide trifluoroacetate FC(C(=O)O)(F)F.NC1=NC=NN2C1=NC=C2C=2C=C(C=CC2C)S(=O)(=O)NC2(CCC2)C#N